COC(=O)C=1C=CC2=C(N(C(=N2)CN2CC3=CC(=CC=C3CC2)OCC2=NC=CC=C2)C[C@H]2OCC2)C1.IC1=CC=2CC3=CC=CC=C3C2C=C1 2-iodofluorene methyl-(S)-1-((oxetan-2-yl)methyl)-2-((7-(pyridin-2-ylmethoxy)-3,4-dihydroisoquinolin-2(1H)-yl)methyl)-1H-benzo[d]imidazole-6-carboxylate